2-[4-[2-(4-Fluorophenyl)-1,3-benzoxazole-6-carbonyl]piperazin-1-yl]-3H-quinazolin-4-one FC1=CC=C(C=C1)C=1OC2=C(N1)C=CC(=C2)C(=O)N2CCN(CC2)C2=NC1=CC=CC=C1C(N2)=O